N-(4-((4-(methoxymethyl)-6-(methylsulfonyl)pyridin-2-yl)amino)-5-(1-methyl-1H-pyrazol-3-yl)pyridin-2-yl)acetamide COCC1=CC(=NC(=C1)S(=O)(=O)C)NC1=CC(=NC=C1C1=NN(C=C1)C)NC(C)=O